5-{3-fluoro-4-[4-({[3-(trifluoromethoxy)phenyl]methyl}carbamoyl)-1H-1,2,3-triazol-1-yl]butyl}-N-[(6-methylpyridin-3-yl)methyl]-1,3,4-thiadiazole-2-carboxamide FC(CCC1=NN=C(S1)C(=O)NCC=1C=NC(=CC1)C)CN1N=NC(=C1)C(NCC1=CC(=CC=C1)OC(F)(F)F)=O